C1(CC1)C(=O)C1=C(C(=NC=C1F)C1CC1)C1=CC(=C(C=C1)S(=O)(=O)C)C cyclopropyl-(2-cyclopropyl-5-fluoro-3-(3-methyl-4-(methylsulfonyl)phenyl)pyridin-4-yl)methanone